(O-propargyl)-adenosine C(C#C)O[C@H]1[C@@H](O[C@@H]([C@H]1O)CO)N1C=NC=2C(N)=NC=NC12